BrC=1C=C(C(=O)NC=2C=CC(N(C2)CC(=O)OC(C)(C)C)=O)C=CC1 1-Tert-butyl 2-(5-(3-bromobenzamido)-2-oxopyridin-1(2H)-yl)acetate